C(CCC#CCO)O 4-hexyn-1,6-diol